N-(2-methylsulfanyl-ethyl)pyridin-2-amine CSCCNC1=NC=CC=C1